C(C)(C)(C)OC(=O)NC(=N)N(OC(C(C)(C)C)=O)C(=O)OC(C)(C)C N,N'-Di-t-Butoxycarbonyl-N'-(2,2-dimethylpropionoyloxy)guanidine